silicon dopamine NCCC1=CC(O)=C(O)C=C1.[Si]